C(#N)[C@@H](CC1=C(C2=C(C=C(S2)C2=CC=C3CCC4(CCN(CC4)C)C3=C2)C=C1)F)NC(=O)[C@H]1OC[C@@H](CCNC1)OC (2S,7R)-N-[(1R)-1-cyano-2-(7-fluoro-2-{1'-methyl-2,3-dihydrospiro[indene-1,4'-piperidin]-6-yl}-1-benzothiophen-6-yl)ethyl]-7-methoxy-1,4-oxazocane-2-carboxamide